OCCC(COC1=CC(=NN1)C(=O)OCC)OCC1=CC=C(C=C1)OC Ethyl 5-(4-hydroxy-2-((4-methoxybenzyl) oxy) butoxy)-1H-pyrazole-3-carboxylate